3-(3-methyl-5-(4-(methyl(piperidin-4-ylmethyl)amino)piperidin-1-yl)-2-oxo-2,3-dihydro-1H-benzo[d]imidazol-1-yl)piperidine-2,6-dione CN1C(N(C2=C1C=C(C=C2)N2CCC(CC2)N(CC2CCNCC2)C)C2C(NC(CC2)=O)=O)=O